3,7,10-trimethylphenothiazine CC=1C=CC=2N(C3=CC=C(C=C3SC2C1)C)C